4-((2-Hydroxyethyl)amino)-6-methyl-1-(4-(trifluoromethyl)phenyl)pyrido[3,4-d]pyridazin-5(6H)-one OCCNC=1N=NC(=C2C1C(N(C=C2)C)=O)C2=CC=C(C=C2)C(F)(F)F